C(C)(C)(C)OC(=O)N1CCC(CC1)(C1=NN=C(N1)C1=CC=NC=C1)NC=1C=C(C(=O)N[C@H]2CCOC3=CC=C(C=C23)OCCCCCOCCCOCC(=O)O)C=CC1 (S)-2-(3-(5-(4-(3-(1-(tert-butoxycarbonyl)-4-(5-(pyridin-4-yl)-4H-1,2,4-triazol-3-yl)piperidin-4-ylamino)benzamido)chroman-6-yloxy)pentyloxy)propoxy)acetic acid